methyl 4-(2-hydroxyethyl)-4,6-dimethylchroman-7-carboxylate OCCC1(CCOC2=CC(=C(C=C12)C)C(=O)OC)C